ClC1=C(C(=CC2=C1C(=NO2)C2CC2)NC(C2=CC=CC=C2)(C2=CC=CC=C2)C2=CC=CC=C2)C=O 4-chloro-3-cyclopropyl-6-(tritylamino)benzisoxazole-5-carbaldehyde